ClC1=CC(=NC=C1)CN1C(=NC2=NC=C(C=C21)C=2C=CN1N=CN=C(C12)OC)C 1-((4-chloropyridin-2-yl)methyl)-6-(4-methoxypyrrolo[2,1-f][1,2,4]triazin-5-yl)-2-methyl-1H-imidazo[4,5-b]pyridine